3-methoxy-5-(4,4,5,5-tetramethyl-1,3,2-dioxaborolan-2-yl)pyridazine COC=1N=NC=C(C1)B1OC(C(O1)(C)C)(C)C